S1C(=NC2=C1C=CC=C2)NC(=O)C=2C=CC=C1CCN(CC21)C2=CC=C(C(=N2)C(=O)OC(C)(C)C)C2=C(C=C(C=C2)CCCOC2CCN(CC2)CC(=O)O)C 2-[4-[3-[4-[6-[8-(1,3-benzothiazol-2-ylcarbamoyl)-3,4-dihydro-1H-isoquinolin-2-yl]-2-tert-butoxycarbonyl-3-pyridyl]-3-methyl-phenyl]propoxy]-1-piperidyl]acetic acid